CN1OC([C@H]2[C@H]1CC[C@H](C2)CCC)(C)C |r| rac-(3aR,5R,7aR)-1,3,3-trimethyl-5-propyloctahydrobenzo[c]isoxazole